C(C)(C)(C)OC(=O)N1CC(C1)C12CC(C1)C2 3-(1-tert-butoxycarbonylazetidin-3-yl)bicyclo[1.1.1]pentane